[3-(phenylamino)-4-pyridinyl]-methanesulfonamide C1(=CC=CC=C1)NC=1C=NC=CC1CS(=O)(=O)N